O1CCC2C1=CC(=CO2)C[C@H](N)C(=O)O 3-(2,3-dihydro-1,4-benzodioxol-6-yl)alanine